potassium dimethyltaurate NC(C)(C)CS(=O)(=O)[O-].[K+]